3-(7-((1,1-dioxidotetrahydro-2H-thiopyran-4-yl)amino)-3-(thiazol-4-yl)benzofuran-2-yl)prop-2-yn O=S1(CCC(CC1)NC1=CC=CC=2C(=C(OC21)C#CC)C=2N=CSC2)=O